tert-butyl 4-[[4-[5-acetyl-3-[3-(1-methylpyrazol-4-yl)-8-isoquinolyl]-6,7-dihydro-4H-pyrazolo[4,3-c]pyridin-1-yl]-1-piperidyl] methyl]-3,5-dimethyl-piperidine-1-carboxylate C(C)(=O)N1CC2=C(CC1)N(N=C2C=2C=CC=C1C=C(N=CC21)C=2C=NN(C2)C)C2CCN(CC2)CC2C(CN(CC2C)C(=O)OC(C)(C)C)C